C(=O)(OC(C)(C)C)N[C@@H]([C@@H](C)C=C)C(=O)O Boc-4,5-Didehydroisoleucine